9,9-diethyl-9H-fluorene-2,7-dicarboxylic acid C(C)C1(C2=CC(=CC=C2C=2C=CC(=CC12)C(=O)O)C(=O)O)CC